CCCCCCCCCCCCCCCCCCCCCCC[C@H](C)CCCOP(=O)(O)O[C@H]1[C@H]([C@H]([C@@H]([C@H](O1)CO)O)O)O The molecule is a mannose phosphate consisting of beta-D-mannose having a (4S)-4-methylheptacosyl)phosphate group at position 1. Synthetic analogue of beta-D-mannosyl C32-phosphomycoketide.